FC(CN1CCC(CC1)OC1=NN(C=C1C=1C=NC(=NC1)NC1CC2=CC=CC=C2C1)CC(=O)N1CC2=C(CC1)NN=N2)F 2-(3-{[1-(2,2-difluoroethyl)piperidin-4-yl]oxy}-4-{2-[(2,3-dihydro-1H-inden-2-yl)amino]pyrimidin-5-yl}-1H-pyrazol-1-yl)-1-{1H,4H,5H,6H,7H-[1,2,3]triazolo[4,5-c]pyridin-5-yl}ethan-1-one